C(C)C1OC(C2=CC=CC=C12)=O ethyl-isobenzofuran-1(3H)-one